(3R)-3-(aminomethyl)-9-methoxy-1,2,3,4-tetrahydro-5H-[1]benzothieno[3,2-e][1,4]diazepin-5-one NC[C@H]1NC(C2=C(NC1)C1=C(S2)C=CC(=C1)OC)=O